(3-bromo-5-((3-bromo-5-(trifluoromethyl)phenyl)difluoromethyl)benzoyl)glycine tert-butyl ester C(C)(C)(C)OC(CNC(C1=CC(=CC(=C1)C(F)(F)C1=CC(=CC(=C1)C(F)(F)F)Br)Br)=O)=O